C(C(C)C)C1=CC=C(C=C1)C1=NC(=NO1)C1=CC=C(C=C1)O 4-(5-(4-isobutylphenyl)-1,2,4-oxadiazol-3-yl)phenol